rac-(5aR,6S,7R,8R,8aS)-5a-(4-cyanophenyl)-3,8,8a-trihydroxy-N,N-dimethyl-6-phenyl-2-(trifluoromethyl)-5a,7,8,8a-tetrahydro-6H-cyclopenta[4,5]furo[3,2-b]pyridine-7-carboxamide C(#N)C1=CC=C(C=C1)[C@]12[C@](C3=NC(=C(C=C3O1)O)C(F)(F)F)([C@@H]([C@@H]([C@H]2C2=CC=CC=C2)C(=O)N(C)C)O)O |r|